2-bromo-5-(6-chloro-3-hydroxy-2-oxoindolin-3-yl)-1-isopropyl-1H-imidazole-4-carboxylic acid ethyl ester C(C)OC(=O)C=1N=C(N(C1C1(C(NC2=CC(=CC=C12)Cl)=O)O)C(C)C)Br